((1R,5S,6r)-3-(3-(7-chloro-1-methyl-1H-benzo[d]imidazol-6-yl)-1H-pyrazolo[3,4-b]pyrazin-6-yl)-6-(4-methylthiazol-2-yl)-3-azabicyclo[3.1.0]hexan-6-yl)methanamine ClC1=C(C=CC2=C1N(C=N2)C)C2=NNC1=NC(=CN=C12)N1C[C@H]2C([C@H]2C1)(C=1SC=C(N1)C)CN